OC=1C=C2C(=NN(C2=CC1)C1OCCCC1)C=1C=C(C=NC1)O[C@H](CCOC[C@H](C)CS(=O)(=O)[O-])C [(1S)-2-[(3S)-3-[[5-(5-hydroxy-1-tetrahydropyran-2-yl-indazol-3-yl)-3-pyridyl]oxy]butoxy]-1-methyl-ethyl]methanesulfonate